ClC=1C(=C(C(=NC1C)CO)C(C)O)C 1-[5-chloro-2-(hydroxymethyl)-4,6-dimethylpyridin-3-yl]ethan-1-ol